6-[1-hydroxy-2-(methylsulfanyl)ethyl]-2-[(4-methoxyphenyl)methyl]-4-(trifluoromethyl)-3H-isoindol-1-one OC(CSC)C1=CC(=C2CN(C(C2=C1)=O)CC1=CC=C(C=C1)OC)C(F)(F)F